C(C1=CC=CC=C1)C=1C=CC=2C3=C(C(=NC2C1)N)N=C(N3)C(C)CCC 7-benzyl-2-(pentan-2-yl)-1H-imidazo[4,5-C]quinolin-4-amine